ClC=1C(=NC(=NC1)N1[C@@H](C[C@@H](CC1)OC=1C=C2CN(C(C2=CC1)=O)C1C(NC(CC1)=O)=O)C)NC=1C=C2C=C(C(N(C2=CC1)C)=O)OCC(=O)NC 2-[[6-[[5-chloro-2-[(2R,4R)-4-[2-(2,6-dioxo-3-piperidyl)-1-oxo-isoindolin-5-yl]oxy-2-methyl-1-piperidyl]pyrimidin-4-yl]amino]-1-methyl-2-oxo-3-quinolyl]oxy]-N-methyl-acetamide